(6Z)-6-allyloxyimino-8-(trans-4-aminocyclohexyloxy)-5,5-dimethyl-benzo[h]quinazolin-4-amine C(C=C)O\N=C/1\C(C=2C(=NC=NC2C2=C1C=C(C=C2)O[C@@H]2CC[C@H](CC2)N)N)(C)C